The molecule is a member of the class of thiadiazoles that is 1,3,4-thiadiazole substituted by an amino group at position 2 and an ethyl group at position 5 respectively. It is an aromatic amine and a member of thiadiazoles. It derives from a hydride of a 1,3,4-thiadiazole. CCC1=NN=C(S1)N